CN(N\1C(C2=CC=C(C=C2/C1=C/C=1SC=CC1)C(F)(F)F)=O)C1=NC=CC=C1 (Z)-2-(methyl-[2-pyridinyl]amino)-3-(2-thienylmethylene)-5-trifluoromethyl-isoindolin-1-one